ClC=1C=C(C=2N(N1)C=CN2)C2=CN(C1=CC=CC=C21)C2=C(C=CC=C2)C 6-chloro-8-(1-tolyl-1H-indol-3-yl)imidazo[1,2-b]Pyridazine